tert-butyl (1R,2S)-2-[1-tert-butoxycarbonyl-3-[(5-ethoxypyrimidin-4-yl)amino]indazol-6-yl]-5'-methoxy-2'-oxo-spiro[cyclopropane-1,3'-indoline]-1'-carboxylate C(C)(C)(C)OC(=O)N1N=C(C2=CC=C(C=C12)[C@@H]1C[C@@]12C(N(C1=CC=C(C=C21)OC)C(=O)OC(C)(C)C)=O)NC2=NC=NC=C2OCC